N-[4-bromo-2-(difluoromethoxy)-5-methylphenyl]carboxamide BrC1=CC(=C(C=C1C)NC=O)OC(F)F